O=C1N(CCN1C1=CC=CC=C1)C1CN(CCC1)C=1N=NC(=CN1)C(=O)N 3-(3-(2-oxo-3-phenylimidazolin-1-yl)piperidine-1-yl)-1,2,4-triazine-6-carboxamide